COC([C@@H]1CC[C@H](CC1)OC1CCN(CC1)C1=CC2=C(N(C(N2C)=O)C2C(NC(CC2)=O)=O)C=C1)OC trans-3-[5-[4-[4-(dimethoxymethyl)cyclohexoxy]-1-piperidyl]-3-methyl-2-oxo-benzimidazol-1-yl]piperidine-2,6-dione